CC1(CC2(CC(C2)[C@H](C2=CC=CC=C2)NC(=O)C2C(CCC2)C(=O)O)C1)C 2-(((R)-(6,6-dimethylspiro[3.3]heptan-2-yl)(phenyl)methyl)carbamoyl)cyclopentane-1-carboxylic acid